N(=[N+]=[N-])C1=CC(=C(C=C1)NCCC=1C=C(C=C(C1)C(C)C)CCN1[C@H](CCCC1)CO)[N+](=O)[O-] (2R,3R,4R,5S)-1-[2-(3-{2-[(4-azido-2-nitrophenyl)amino]ethyl}-5-(propan-2-yl)phenyl)ethyl]-2-(hydroxymethyl)piperidine